COC1=C(C=CC(=C1)OC)S(=O)(=O)NC(COC1=CC2=CC=CC=C2C=C1)=O N-((2,4-Dimethoxyphenyl)sulfonyl)-2-(naphthalen-2-yloxy)acetamide